OCCN(CCCCCCCC(=O)OC(CCCCCCCC)CCCCCCCC)CCCCCC(OCCCCCCCCCCC)=O 9-Heptadecanyl 8-{(2-hydroxyethyl) [6-oxo-6-(undecyloxy)hexyl]amino}octanoate